trans-orcinol C1(=CC(O)=CC(C)=C1)O